(3R)-1-[(2R)-2-[[4-(2-chloro-4-fluoro-phenyl)-2-methyl-7-quinolyl]oxy]propanoyl]piperidine ClC1=C(C=CC(=C1)F)C1=CC(=NC2=CC(=CC=C12)O[C@@H](C(=O)N1CCCCC1)C)C